OC1=C(C=CC(=C1)O)[C@H]1OC2=CC(=CC(=C2CC1)O)O (2S)-2-(2,4-dihydroxyphenyl)-5,7-dihydroxy-2,3-dihydrochromen